4-cyclobutyl-2-[(1s,4r,5r)-5-{[5-cyclopropyl-3-(2,6-dichlorophenyl)-1,2-oxazol-4-yl]methoxy}-3-oxo-2-azabicyclo[2.2.1]heptan-2-yl]-1,3-benzothiazole-6-carboxylic acid C1(CCC1)C1=CC(=CC2=C1N=C(S2)N2[C@@H]1C[C@H]([C@H](C2=O)C1)OCC=1C(=NOC1C1CC1)C1=C(C=CC=C1Cl)Cl)C(=O)O